N(=[N+]=[N-])CCOCCN=[N+]=[N-] bis(2'-azidoethyl) ether